(S)-2-(2-amino-3-(1-tosyl-1H-indazol-5-yl)propyl)isoindoline-1,3-dione hydrochloride Cl.N[C@H](CN1C(C2=CC=CC=C2C1=O)=O)CC=1C=C2C=NN(C2=CC1)S(=O)(=O)C1=CC=C(C)C=C1